(S)-N-(2-methyl-5-(1-((4-methyl-4H-1,2,4-triazol-3-yl)thio)ethyl)benzo[d]oxazol-7-yl)-6-(trifluoromethyl)picolinamide CC=1OC2=C(N1)C=C(C=C2NC(C2=NC(=CC=C2)C(F)(F)F)=O)[C@H](C)SC2=NN=CN2C